O=C1NC(CCC1N1C(C2=CC=CC(=C2C1=O)NCCCCCC(=O)NC1=CC=C(CN2C=CC3=CC=C(C=C23)C(=O)NOC2OCCCC2)C=C1)=O)=O 1-(4-(6-((2-(2,6-dioxopiperidin-3-yl)-1,3-dioxoisoindolin-4-yl)amino)hexanamido)benzyl)-N-((tetrahydro-2H-pyran-2-yl)oxy)-1H-indole-6-carboxamide